FCOC1=C(C=CC(=C1)S(=O)(=O)C)NCC#CC=1N(C=2C=CC=C(C2C1)NC1CCC(CC1)N1CC2(COC2)C1)CC(F)(F)F 2-(3-{[2-(fluoromethoxy)-4-methanesulfonylphenyl]amino}prop-1-yn-1-yl)-N-[(1R,4R)-4-{2-oxa-6-azaspiro[3.3]heptan-6-yl}cyclohexyl]-1-(2,2,2-trifluoroethyl)-1H-indol-4-amine